7-[5-(4-cyano-phenyl)-7-pentyl-7H-pyrrolo[2,3-d]Pyrimidine-4-oxy]-4-methylcoumarin C(#N)C1=CC=C(C=C1)C1=CN(C=2N=CN=C(C21)OC2=CC=C1C(=CC(OC1=C2)=O)C)CCCCC